2-(N-acetyl-3,5-difluoroanilino)-N-[(1S)-2,2-dimethyl-cyclobutyl]-5-methyl-thiazole-4-carboxamide C(C)(=O)N(C1=CC(=CC(=C1)F)F)C=1SC(=C(N1)C(=O)N[C@@H]1C(CC1)(C)C)C